3-(4-piperidyl)urea N1CCC(CC1)NC(N)=O